N-((R)-1-(difluoromethyl)-5,5-difluoropiperidin-3-yl)-2-(2-(6-((cis)-2,6-dimethylmorpholino)pyridin-2-yl)-1,6-naphthyridin-7-yl)acetamide FC(N1C[C@@H](CC(C1)(F)F)NC(CC1=NC=C2C=CC(=NC2=C1)C1=NC(=CC=C1)N1C[C@@H](O[C@@H](C1)C)C)=O)F